C(C1=CC=CC=C1)OC(=O)NC(C)(C)C1=CC(=NC(=C1)OCC12CC(C1)C2)OC2[C@@H]1CN(C[C@H]21)C(=O)OC(C)(C)C tert-butyl (1R,5S,6s)-6-((4-(2-(((benzyloxy)carbonyl)amino)propan-2-yl)-6-(bicyclo[1.1.1]pentan-1-ylmethoxy)pyridin-2-yl)oxy)-3-azabicyclo[3.1.0]hexane-3-carboxylate